[N-](S(=O)(=O)C(F)(F)F)S(=O)(=O)C(F)(F)F.C(C)[N+](CCCCCCCCCCCCCCCC)(CCO)CCO ethyl-bis(2-hydroxyethyl)-hexadecylammonium bis(trifluoromethanesulfonyl)imide